C(C)C(C(=O)O)CCCCCC\C=C/CCCCCCCC.C(C)OC(CCCCCCC\C=C/CCCCCCCC)=O.ClC1=C(C(=NC2=CC(=C(C=C12)Cl)OC)C)C1=CC=C(C=C1)C1=CC(=CC=C1)SC(F)(F)F 4,6-dichloro-7-methoxy-2-methyl-3-(3'-((trifluoromethyl)thio)-[1,1'-biphenyl]-4-yl)quinoline Ethyl-Oleate (Ethyl-Oleate)